1-(5-(8-amino-3,5,6-trimethylimidazo[1,5-a]pyrazin-1-yl)-4-fluoroindolin-1-yl)-2-(6-methylpyridin-2-yl)ethanone NC=1C=2N(C(=C(N1)C)C)C(=NC2C=2C(=C1CCN(C1=CC2)C(CC2=NC(=CC=C2)C)=O)F)C